4-bromopyridine-2,6-diamine BrC1=CC(=NC(=C1)N)N